ClC1=CC=CC=2O[C@@H](CNS(C21)(=O)=O)CC (4R)-9-chloro-4-ethyl-3,4-dihydro-2H-5,1,2-benzoxathiazepine 1,1-dioxide